N1CCC(CC1)CN[C@H]1[C@@H](C1)C=1C=C2CCN(C2=CC1)S(=O)(=O)C1=C(C=CC=C1)C(F)(F)F trans-N-(piperidin-4-ylmethyl)-2-(1-(2-(trifluoromethyl)benzenesulfonyl)indolin-5-yl)cyclopropylamine